(S)-7-(3-hydroxy-3-(4-(5-(trifluoromethyl)pyrimidin-2-yl)piperazine-1-carbonyl)azetidin-1-yl)-4-(trifluoromethyl)-2,5,6,7-tetrahydro-3H-cyclopenta[c]pyridazin-3-one OC1(CN(C1)[C@H]1CCC=2C1=NNC(C2C(F)(F)F)=O)C(=O)N2CCN(CC2)C2=NC=C(C=N2)C(F)(F)F